O1C(=CC=C1)C=C 1-(2-furyl)ethylene